4-(3-((4-((1s,4s)-4-(4-amino-5-(4-phenoxyphenyl)pyrrolo[2,1-f][1,2,4]triazin-7-yl)cyclohexyl)piperazin-1-yl)methyl)azetidin-1-yl)-2-(2,6-dioxopiperidin-3-yl)isoindoline-1,3-dione NC1=NC=NN2C1=C(C=C2C2CCC(CC2)N2CCN(CC2)CC2CN(C2)C2=C1C(N(C(C1=CC=C2)=O)C2C(NC(CC2)=O)=O)=O)C2=CC=C(C=C2)OC2=CC=CC=C2